(S)-N-(1-((3-chloro-5-trifluoromethylpyridin-2-yl)oxy)propan-2-yl)-5-chloro-2-methyl-6-ethylpyrimidin-4-amine ClC=1C(=NC=C(C1)C(F)(F)F)OC[C@H](C)NC1=NC(=NC(=C1Cl)CC)C